ClC1=C(CNC(=O)[C@H]2N(C[C@@H](C2)O)C([C@@H](C(CCO)(C)C)NC(OC2=CC=CC=C2)=O)=O)C=CC(=C1)C#C Phenyl ((R)-1-((2S,4R)-2-((2-chloro-4-ethynylbenzyl)carbamoyl)-4-hydroxypyrrolidin-1-yl)-5-hydroxy-3,3-dimethyl-1-oxopentan-2-yl)carbamate